(4-amino-2-(pyridin-2-ylmethyl)-7-(pyridin-4-yl)-2H-pyrazolo[4,3-c]pyridin-6-yl)benzonitrile NC1=NC(=C(C=2C1=CN(N2)CC2=NC=CC=C2)C2=CC=NC=C2)C2=C(C#N)C=CC=C2